BrC1=C(C=CC(=C1)OC(F)F)OC(F)F 2-bromo-1,4-bis(difluoromethoxy)benzene